1,4,5-triazanaphthalene N1=CC=NC2=NC=CC=C12